COC1=CC=C(C=C1)C1=NC=CC(=N1)C(=O)N 2-(p-methoxyphenyl)pyrimidine-4-carboxamide